2-(2-amino-6-(4-(pyridin-2-yl)piperidin-1-yl)-9H-purin-9-yl)-N-(1-ethyl-3-methyl-1H-pyrazol-5-yl)acetamide NC1=NC(=C2N=CN(C2=N1)CC(=O)NC1=CC(=NN1CC)C)N1CCC(CC1)C1=NC=CC=C1